CC1=NOC(=C1)C(=O)NC[C@H]1C[C@H](CC1)NC1=CC=C(C=N1)B(O)O [6-[[(1S,3R)-3-[[(3-methylisoxazole-5-carbonyl)amino]methyl]cyclopentyl]amino]-3-pyridyl]boronic acid